NC1C(=O)NCCCC1 amino-epsilon-caprolactam